N-methyl-serinol CNC(CO)CO